C(C)(C)(C)OC(=O)N1CC2(C1)CCC2 2-aza-spiro[3.3]heptane-2-carboxylic acid tert-butyl ester